C(C)(C)(C)OC(=O)N1C(C=2C(CC1)=NN(C2)C2=CC(=C(C(=C2)C)F)C)C 2-(4-fluoro-3,5-dimethylphenyl)-4-methyl-6,7-dihydro-4H-pyrazolo[4,3-c]Pyridine-5-Carboxylic acid tert-butyl ester